7-chloro-N-methyl-2-(methylthio)-N-phenethylpyrido[4,3-d]pyrimidin-5-amine ClC1=CC=2N=C(N=CC2C(=N1)N(CCC1=CC=CC=C1)C)SC